BrC1=C(C=NC2=CC=C(C=C12)Cl)N1CCC(CC1)(F)F 4-bromo-6-chloro-3-(4,4-difluoro-1-piperidyl)quinoline